C(C1=CC=CC=C1)N1N=C(C(=C1)[N+](=O)[O-])C1=CC2=C(C=N1)C(=NN2CC(C)(C)F)I 6-(1-benzyl-4-nitro-1H-pyrazol-3-yl)-1-(2-fluoro-2-methylpropyl)-3-iodo-1H-pyrazolo[4,3-c]pyridine